lead-tin-indium [In].[Sn].[Pb]